OC1=C(C=CC=C1)NN o-hydroxyphenyl-hydrazine